OC1(C[C@@H](N(C1)C(=O)OC(C)(C)C)C(=O)OC)C#C[Si](C)(C)C 1-(tert-butyl) 2-methyl (2R)-4-hydroxy-4-((trimethylsilyl)ethynyl)pyrrolidine-1,2-dicarboxylate